1-((1-(2-methoxy-4-(1H-pyrazol-4-yl)phenyl)piperidin-4-yl)methyl)pyrrolidin-2-one COC1=C(C=CC(=C1)C=1C=NNC1)N1CCC(CC1)CN1C(CCC1)=O